ClC=1C(=NC=CC1N1C=NC(=C1)C1=NC(=NC=C1C(F)(F)F)N[C@@H]1[C@@H](CN(CC1)S(=O)(=O)C)F)C 4-(1-(3-chloro-2-methylpyridin-4-yl)-1H-imidazol-4-yl)-N-((3R,4S)-3-fluoro-1-(methylsulfonyl)piperidin-4-yl)-5-(trifluoromethyl)pyrimidin-2-amine